FC1=CC=C(C=C1)C=1C(=NC2=CC(=CC(=C2C1)C(C)O)C)COC 1-(3-(4-fluorophenyl)-2-(methoxymethyl)-7-methylquinolin-5-yl)ethan-1-ol